C(C)SC=1C=C(C=NC1C1=NC=C2N1C=CN=C2OCC(C(F)(F)F)(F)F)OC(C#N)(C)C 2-[[5-ethylsulfanyl-6-[8-(2,2,3,3,3-penta-fluoropropoxy)imidazo[1,5-a]pyrazin-3-yl]-3-pyridyl]oxy]-2-methyl-propanenitrile